BrC1=C(C=C(C=C1)S(=O)(=O)N)COC1OCCCC1 4-bromo-3-(((tetrahydro-2H-pyran-2-yl)oxy)methyl)benzenesulfonamide